NC(C(=O)O)CC1=CC(=NC=C1)Br 2-amino-3-(2-bromopyridin-4-yl)propanoic acid